3-methylnonanal CC(CC=O)CCCCCC